(S)-2-((6-(6-trifluoromethylpyridin-3-yl)-8-(1-methyl-1H-pyrazol-4-yl)-[1,2,4]triazolo[1,5-a]pyrazin-2-yl)amino)propan-1-ol FC(C1=CC=C(C=N1)C=1N=C(C=2N(C1)N=C(N2)N[C@H](CO)C)C=2C=NN(C2)C)(F)F